OC[C@H](C1=CC=CC=C1)NC1=NC(=NC=C1C=1OC(=NN1)C)NC1=CC(=C(C(=O)NC)C=C1)C 4-[[4-[[(1S)-2-hydroxy-1-phenyl-ethyl]amino]-5-(5-methyl-1,3,4-oxadiazol-2-yl)pyrimidin-2-yl]amino]-N,2-dimethyl-benzamide